1,3-bis(decylphosphino)propane C(CCCCCCCCC)PCCCPCCCCCCCCCC